methyl 2-(2-(cyclopropylmethyl)-1-(3-fluoro-4-sulfamoylbenzyl)-5-(3-(3-hydroxy-3-methylbut-1-yn-1-yl) phenyl)-1H-pyrrol-3-yl)-5-methylthiazole-4-carboxylate C1(CC1)CC=1N(C(=CC1C=1SC(=C(N1)C(=O)OC)C)C1=CC(=CC=C1)C#CC(C)(C)O)CC1=CC(=C(C=C1)S(N)(=O)=O)F